C(C)(=O)N1CC(C1)NC(COC1=C(C=C(C=C1)C=1N(N=C(N1)NC=1C=C2C=NN(C2=CC1)C1OCCCC1)C1OCCCC1)OC)=O N-(1-acetylazetidin-3-yl)-2-[2-methoxy-4-[2-tetrahydropyran-2-yl-5-[(1-tetrahydropyran-2-ylindazol-5-yl)amino]-1,2,4-triazol-3-yl]phenoxy]acetamide